N-(4-(2-((4-amino-3-fluorocyclohexyl)amino)-8-isopropyl-7-oxo-7,8-dihydropteridin-6-yl)-2,6-difluorophenyl)-3,3,3-trifluoropropane-1-sulfonamide NC1C(CC(CC1)NC1=NC=2N(C(C(=NC2C=N1)C1=CC(=C(C(=C1)F)NS(=O)(=O)CCC(F)(F)F)F)=O)C(C)C)F